(R)-N-((S)-(5-((R)-Amino(cyclopropyl)methyl)-1H-benzo[d]imidazol-2-yl)(4,4-difluorocyclohexyl)methyl)-2-methylpropane-2-sulfinamide N[C@@H](C1=CC2=C(NC(=N2)[C@@H](N[S@](=O)C(C)(C)C)C2CCC(CC2)(F)F)C=C1)C1CC1